N-(6-(4-cyclopentyl-4H-1,2,4-triazole-3-yl)pyridine-2-yl)-7-fluoro-4H-benzo[b]imidazo[1,5-d][1,4]oxazine-8-formamide C1(CCCC1)N1C(=NN=C1)C1=CC=CC(=N1)NC(=O)C1=CC2=C(OCC=3N2C=NC3)C=C1F